C(C)(C)(C)OC(=O)N1C[C@@H](OCC1)CNC1=NC=2N(C(=C1)N(CC1=CC=C(C=C1)C1=NC=CC=C1)C(=O)OC(C)(C)C)N=CC2C2CC2 (S)-2-(((7-((tert-Butoxycarbonyl)(4-(pyridin-2-yl)benzyl)amino)-3-cyclopropylpyrazolo[1,5-a]pyrimidin-5-yl)amino)methyl)morpholine-4-carboxylic acid tert-butyl ester